C1(=CC=CC=C1)S(=O)(=O)N1C=CC=2C1=NC=CC2C2=CC=C(NC(C(C1(CC1)C(F)(F)F)NC(OC(C)(C)C)=O)=O)C=C2 tert-Butyl N-[2-[4-[1-(benzenesulfonyl)pyrrolo[2,3-b]pyridin-4-yl]anilino]-2-oxo-1-[1-(trifluoromethyl)cyclopropyl]ethyl]carbamate